FC1=CC=C(C=C1)C=1N=C(SC1N1C[C@@H](N(C[C@@H]1C)C1=CC(N(C=2C=CC(=NC12)C#N)C)=O)C)C |&1:17| 8-((2S,SR)-4-(4-(4-fluorophenyl)-2-methylthiazol-5-yl)-2,5-dimethylpiperazin-1-yl)-5-methyl-6-oxo-5,6-dihydro-1,5-naphthyridine-2-carbonitrile